C(#N)C1=C(N(C2=NC=CC(=C21)N2CC1CCC(C2)N1C(=O)OC(C)(C)C)S(=O)(=O)C1=CC=C(C)C=C1)C=1C=NN(C1)C tert-butyl 3-(3-cyano-2-(1-methyl-1H-pyrazol-4-yl)-1-tosyl-1H-pyrrolo[2,3-b]pyridin-4-yl)-3,8-diazabicyclo[3.2.1]octane-8-carboxylate